ClC=1C(=C(C2=C(C(CO2)=O)C1)C(=O)OC)C Methyl 5-chloro-6-methyl-3-oxo-2H-1-benzofuran-7-carboxylate